BrC1=CC(=C(C(=C1)F)C1N(C(CC2=C1NC1=CC=CC=C21)C)C21CC(C2)(C1)[C@@H](C)O)F (1R)-1-(3-(1-(4-bromo-2,6-difluorophenyl)-3-methyl-1,3,4,9-tetrahydro-2H-pyrido[3,4-b]indol-2-yl)bicyclo[1.1.1]pentan-1-yl)ethan-1-ol